Ethyl (E)-3-[3-[2-[[2-(tert-butylcarbamoyl)-4-pyridyl]amino]-2-oxo-ethyl]-4-methoxyphenyl]prop-2-enoate C(C)(C)(C)NC(=O)C1=NC=CC(=C1)NC(CC=1C=C(C=CC1OC)/C=C/C(=O)OCC)=O